C(C)(C)(C)P(C1=CC=NN1C=1C(=NN(C1C1=CC=CC=C1)C1=CC=CC=C1)C1=CC=CC=C1)C(C)(C)C 5-(di-tertbutylphosphino)1',3',5'-triphenyl-1'H-[1,4']bipyrazole